CN(CC(=O)O)S(=O)(=O)C1=CC=C(C)C=C1 Methyl-tosylglycine